ClC1=CC=C(CN2C(C=3C=C(C(=NC3C=C2)C)C(=O)NCC2=NC=C(C=C2)OCCOCCOC)=O)C=C1 6-(4-chlorobenzyl)-N-((5-(2-(2-methoxyethoxy)ethoxy)pyridin-2-yl)methyl)-2-methyl-5-oxo-5,6-dihydro-1,6-naphthyridine-3-carboxamide